2-(4-methylpiperazin-1-carbonyl)-6,7-dihydropyrazolo[1,5-a]pyrazin-4(5H)-on CN1CCN(CC1)C(=O)C1=NN2C(C(NCC2)=O)=C1